2,3,4-trifluorophenyl isocyanate FC1=C(C=CC(=C1F)F)N=C=O